ClCCC(=O)N(CC)C=1C(=NN(C1)C=1C=NC=CC1)Cl 3-chloro-N-(3-chloro-1-(pyridin-3-yl)-1H-pyrazol-4-yl)-N-ethyl-propionamide